(2s,4s)-2-(4-(2,4-dimethylphenyl)piperidine-1-carbonyl)-7-oxa-5-azaspiro[3.4]octan-6-one CC1=C(C=CC(=C1)C)C1CCN(CC1)C(=O)C1CC2(C1)NC(OC2)=O